2-chloro-4-(((2-methylpyridin-3-yl)methyl)amino)pyrimidin-5-carboxamide ClC1=NC=C(C(=N1)NCC=1C(=NC=CC1)C)C(=O)N